4-methylpyridinecarboxylic acid methyl ester COC(=O)C1=NC=CC(=C1)C